ClC1=C(C(=CC(=C1)C(F)(F)F)Cl)NC=1N(C2=NC(=NC=C2N1)N[C@H](CO)C)C1CCC(CC1)(C(=O)N)C (1S,4r)-4-(8-(2,6-dichloro-4-(trifluoromethyl)phenylamino)-2-((S)-1-hydroxypropan-2-ylamino)-9H-purin-9-yl)-1-methylcyclohexanecarboxamide